C(C)C1=CC=C(C=C1)C=1N(C(=NN1)SC(C(=O)C=1C=C(C=CC1)NS(=O)(=O)C)C)S(=O)(=O)C N-[3-(2-{[5-(4-ethylphenyl)-4-methanesulfonyl-4H-1,2,4-triazol-3-yl]sulfanyl}propanoyl)phenyl]methanesulfonamide